C(#N)C=1C=NN2C1C(=CC(=C2)C=2C=NN(C2)C)C2CN(CC2)C(=O)NCC=2C=NC(=CC2)N2N=CC(=C2)F 3-(3-cyano-6-(1-methyl-1H-pyrazol-4-yl)pyrazolo[1,5-a]pyridin-4-yl)-N-((6-(4-fluoro-1H-pyrazol-1-yl)pyridin-3-yl)methyl)pyrrolidine-1-carboxamide